FC(C1=CC=C(C=C1)NC1=C(C=CC=C1)C1=NN=C(O1)NCC(=O)N)(F)F 2-((5-(2-((4-(trifluoromethyl)phenyl)amino)phenyl)-1,3,4-oxadiazol-2-yl)amino)acetamide